C(C)N(CCOCC(CN)C)C 3-(2-(ethyl-(methyl)amino)ethoxy)-2-methylpropylamine